4-[2-amino-5-[3-(dimethylamino)phenyl]-3-pyridyl]phenol NC1=NC=C(C=C1C1=CC=C(C=C1)O)C1=CC(=CC=C1)N(C)C